ClC1=C(C=CC2=C1C=C(O2)C(=O)O)N2CCN(CC2)CC2=CC(=CC=C2)Cl 4-chloro-5-[4-(3-chloro-benzyl)-piperazin-1-yl]-benzofuran-2-carboxylic acid